OB(CCCC[C@]1(NC[C@@H](C1)NC(=O)[C@H]1NCCC1)C(=O)O)O (2r,4r)-2-(4-dihydroxyboryl-butyl)-4-((S)-pyrrolidine-2-carboxamido)pyrrolidine-2-carboxylic acid